Bis(2-hydroxydodecyl)hexane-1,6-diamine OC(CC(CCCCCN)(N)CC(CCCCCCCCCC)O)CCCCCCCCCC